7-bromo-8-fluoro-6-(trifluoromethyl)quinazoline-2,4(1H,3H)-dione BrC1=C(C=C2C(NC(NC2=C1F)=O)=O)C(F)(F)F